7-chloro-4-propyl-1-thioxo-2,4-dihydrothieno[2,3-e][1,2,4]triazolo[4,3-a]pyrimidin-5(1H)-one ClC1=CC2=C(C(N(C=3N2C(NN3)=S)CCC)=O)S1